CC(CS(=O)(=O)C)(C)N 2-methyl-1-(methylsulfonyl)propan-2-amine